[Na+].C(C)S(=O)[O-] ethylsulfinic acid sodium salt